C(C1=CC=CC=C1)(=O)NC(NC1=CC(=C(C=C1F)C=1N(N=C2C1CN(CC2)C(C(=O)OCC)C2=CC=CC=C2)C2=C(C=CC=C2CC)CC)F)=O ethyl 2-(3-(4-(3-benzoylureido)-2,5-difluorophenyl)-2-(2,6-diethylphenyl)-2,4,6,7-tetrahydro-5H-pyrazolo[4,3-c]pyridin-5-yl)-2-phenylacetate